C(C)N1C(C(=C(C(=C1)C=1NC2=CC=C(C=C2C1C(C)C)C1CCN(CC1)C(C)C)C)C)=O 1-ethyl-5-(3-isopropyl-5-(1-isopropylpiperidin-4-yl)-1H-indol-2-yl)-3,4-dimethylpyridin-2(1H)-one